Z-11-hexadecenal-d C(C(CCCCCCCC\C=C/CCCC)[2H])=O